methyl 2-(2-methoxy-1-methyl-2-oxoethoxy)-5-methylbenzoate COC(C(OC1=C(C(=O)OC)C=C(C=C1)C)C)=O